3-(6-amino-3-pyridinyl)-1-sulfamoyl-pyrrole-2-carboxylic acid sodium salt [Na+].NC1=CC=C(C=N1)C1=C(N(C=C1)S(N)(=O)=O)C(=O)[O-]